C(C)C1CCC(CC1)C(C(=O)NC=1C=C2CC(CC2=CC1)(N1CC2(CC2)CNC1=O)C(NC)=O)NC(=O)C1=CC=NN1C N-(1-(4-ethylcyclohexyl)-2-((2-(methylcarbamoyl)-2-(6-oxo-5,7-diazaspiro[2.5]octan-5-yl)-2,3-dihydro-1H-inden-5-yl)amino)-2-oxoethyl)-1-methyl-1H-pyrazole-5-carboxamide